ClC1=C(C(=O)NC=2C=C3C=C(N(C3=CC2)CC(F)(F)F)C(=O)NCC2=CC(=CC(=C2)C(F)(F)F)F)C=C(C=C1)CNC(C(C)C)=O 5-(2-chloro-5-(isobutyrylaminomethyl)benzoylamino)-N-(3-fluoro-5-(trifluoromethyl)benzyl)-1-(2,2,2-trifluoroethyl)-1H-indole-2-carboxamide